4-Methyl-pyrrolidine-1-carboxylic acid tert-butyl ester C(C)(C)(C)OC(=O)N1CCC(C1)C